tert-butyl 2-fluoro-3',6'-dihydro-3,4'-bipyridine-1'(2'H)-carboxylate FC1=NC=CC=C1C=1CCN(CC1)C(=O)OC(C)(C)C